3-CHLORO-5-METHOXYPYRIDINE-4-BORONIC ACID ClC=1C=NC=C(C1B(O)O)OC